Cl.C1(CC1)NC(C)=O N-cyclopropylacetamide hydrochloride